2-amino-7-(cyclobutylidenemethyl)-6-cyclopropyl-1-(6-fluoro-5-methyl-1-tetrahydropyran-2-yl-indazol-4-yl)pyrrolo[3,2-c]pyridine-3-carbonitrile NC1=C(C=2C=NC(=C(C2N1C1=C2C=NN(C2=CC(=C1C)F)C1OCCCC1)C=C1CCC1)C1CC1)C#N